C(CCC)C1=NC=2C(=C3C(=NC2NC(C)(C)C)C=C(S3)C3CCNCC3)N1CC1CCN(CC1)C(=O)[O-] 4-[(2-butyl-7-(hexahydro pyridin-4-yl)-4-(tert-butylamino)thieno[3,2-b]imidazo[4,5-d]pyridin-1-yl)methyl]hexahydropyridine-1-carboxylate